1-[(3R)-3-(hydroxymethyl)-4-[(7S)-7-(3-hydroxy-1-naphthyl)-2-[[(2S)-1-methylpyrrolidin-2-yl]methoxy]-5,6,7,8-tetrahydroquinazolin-4-yl]piperazin-1-yl]prop-2-en-1-one OC[C@H]1CN(CCN1C1=NC(=NC=2C[C@H](CCC12)C1=CC(=CC2=CC=CC=C12)O)OC[C@H]1N(CCC1)C)C(C=C)=O